(R,S) or (R,R)-N'-((3-hydroxy-1,2,3,5,6,7-hexahydro-s-indacen-4-yl)carbamoyl)-5-(2-hydroxypropan-2-yl)thiazole-2-sulfonimidamide O[C@H]1CCC2=CC=3CCCC3C(=C12)NC(=O)N=[S@](=O)(N)C=1SC(=CN1)C(C)(C)O |o1:1|